CC(C)CC(C1=C(C(=C(C(=C1O)CC=C(C)C)O)C(=O)C)O)C2=C(C(=C(C(=C2O)CC=C(C)C)OC)C(=O)C)O The molecule is a polyphenol that is isolated from Acronychia pedunculata and exhibits moderate antioxidant and antityrosinase activities. It has a role as a plant metabolite, an antioxidant and an EC 1.14.18.1 (tyrosinase) inhibitor. It is a member of acetophenones, a polyphenol, an aromatic ether and an olefinic compound.